(4S,5R)-3-(2'-amino-2-morpholino-4'-(trifluoromethyl)-[4,5'-bipyrimidin]-6-yl)-4-(hydroxymethyl)-5-methyloxazolidin-2-one NC1=NC=C(C(=N1)C(F)(F)F)C1=NC(=NC(=C1)N1C(O[C@@H]([C@@H]1CO)C)=O)N1CCOCC1